N,N-dipropyl-para-phenylenediamine C(CC)N(C1=CC=C(C=C1)N)CCC